(2S,3R,4S,5S)-2,4-dimethyl-5-(naphthalen-2-yl)-4-nitro-3-phenylpyrrolidine-2-carboxylic acid methyl ester COC(=O)[C@]1(N[C@H]([C@]([C@@H]1C1=CC=CC=C1)([N+](=O)[O-])C)C1=CC2=CC=CC=C2C=C1)C